C(C1=CC=CC=C1)OC1=CC=C(C=C1)C(=C)C1=CC=C(C=N1)OC1CC(C1)NC(OC(C)(C)C)=O tert-butyl ((1r,3r)-3-((6-(1-(4-(benzyloxy)phenyl)vinyl)pyridin-3-yl)oxy)cyclobutyl)carbamate